(3S,4S)-4-Amino-1-(5-(6-ethoxy-1H-pyrazolo[3',4':3,4]pyrazolo[1,5-a]pyridine-4-yl)pyridin-2-yl)piperidin-3-ol N[C@@H]1[C@H](CN(CC1)C1=NC=C(C=C1)C=1C=2N(C=C(C1)OCC)N=C1C2C=NN1)O